Benzenboronic acid C1(=CC=CC=C1)B(O)O